6-bromo-7-methoxy-9H-pyrimido[4,5-b]indol-4-amine BrC=1C=C2C3=C(NC2=CC1OC)N=CN=C3N